3,3'-((9-((tert-butyldiphenylsilyl)oxy)heptadecane-1,17-diyl)bis(sulfanediyl))bis(propan-1-ol) [Si](C1=CC=CC=C1)(C1=CC=CC=C1)(C(C)(C)C)OC(CCCCCCCCSCCCO)CCCCCCCCSCCCO